2-(1,3-dimethyl-2,6-dioxo-1,2,3,6-tetrahydropurin-7-yl)-N-{4-[1-(2-methoxyphenyl)-1H-[1,2,3]triazol-4-yl]phenyl}acetamide CN1C(N(C=2N=CN(C2C1=O)CC(=O)NC1=CC=C(C=C1)C=1N=NN(C1)C1=C(C=CC=C1)OC)C)=O